(R)-2-(Boc-amino)succinic acid 1-benzyl 4-methyl ester COC(C[C@H](C(=O)OCC1=CC=CC=C1)NC(=O)OC(C)(C)C)=O